C(C=C)(=O)OCCC(C(C(C(C(C(F)(F)F)(F)F)(F)F)(F)F)(F)F)(F)F 2-(Perfluorohexyl)ethyl acrylate